7-((4-(6-(methylcarbamoyl)pyridin-3-yl)piperazin-1-yl)methyl)-6-fluoroimidazo[1,5-a]quinoxalin-4(5H)-one CNC(=O)C1=CC=C(C=N1)N1CCN(CC1)CC=1C(=C2NC(C=3N(C2=CC1)C=NC3)=O)F